N-(t-butoxycarbonyl)-1,3-propylenediamine C(C)(C)(C)OC(=O)NCCCN